FC=1C=C(C=CC1)NC(N)=S 3-(3-fluorophenyl)thiourea